CNC=1C2=C(N=C(N1)NC1=CC=C(C3=C1OCCO3)C(=O)N3CCC(CC3)N3CCOCC3)NC=C2C(F)(F)F (8-((4-(methylamino)-5-(trifluoromethyl)-7H-pyrrolo[2,3-d]pyrimidin-2-yl)amino)-2,3-dihydrobenzo[b][1,4]dioxin-5-yl)(4-morpholinopiperidin-1-yl)methanone